C1OCC12CC(C2)OC2=CC=C(C=C2)C=2C=C(C(NC2C(F)(F)F)=O)C(=O)N 5-(4-((2-oxaspiro[3.3]hept-6-yl)oxy)phenyl)-2-oxo-6-(trifluoromethyl)-1,2-dihydropyridine-3-carboxamide